1-((R)-2-(3-((2-(4-methoxypiperidin-1-yl)pyrimidin-4-yl)amino)-8-((2R,3S)-2-methyl-3-((methylsulfonyl)methyl)azetidin-1-yl)isoquinolin-5-yl)piperidin-1-yl)prop-2-en-1-one COC1CCN(CC1)C1=NC=CC(=N1)NC=1N=CC2=C(C=CC(=C2C1)[C@@H]1N(CCCC1)C(C=C)=O)N1[C@@H]([C@H](C1)CS(=O)(=O)C)C